COC(C1=CN=C(C(=C1)Br)NCCN1CCCC1)=O 5-bromo-6-((2-(pyrrolidin-1-yl)ethyl)amino)nicotinic acid methyl ester